C1N(CC12CCC2)CCC=2NC1=CC(=CC=C1C2)CNC(=O)C=2N=C1N(C(C2)=O)C=CC=C1 N-{[2-(2-{2-azaspiro[3.3]heptan-2-yl}ethyl)-1H-indol-6-yl]methyl}-4-oxo-4H-pyrido[1,2-a]pyrimidine-2-carboxamide